OCC1CN(CCC1)C=1C=CC(=C(C(=O)OC)C1)OC methyl 5-(3-(hydroxymethyl)piperidin-1-yl)-2-methoxybenzoate